COC(=O)C=1SC(=C2C1CCCC2)C2=NO[C@](C2)(C(F)(F)F)C2=CC(=C(C(=C2)Cl)Cl)Cl 3-[(5S)-5-(3,4,5-trichlorophenyl)-5-(trifluoromethyl)-4H-isoxazol-3-yl]-4,5,6,7-tetrahydro-2-benzothiophene-1-carboxylic acid methyl ester